4,4-dicarbazolyl-benzophenone C1(=CC=CC=2C3=CC=CC=C3NC12)C1(CC=C(C(=O)C2=CC=CC=C2)C=C1)C1=CC=CC=2C3=CC=CC=C3NC12